N-((4'-(Dimethylamino)-[1,1'-biphenyl]-4-yl)methyl)-N-(3-(5-methylpyridin-3-yl)phenyl)cyclohexanecarboxamide CN(C1=CC=C(C=C1)C1=CC=C(C=C1)CN(C(=O)C1CCCCC1)C1=CC(=CC=C1)C=1C=NC=C(C1)C)C